CN1N=C2C=CC(=CC2=C1C(=O)NC(CO)(CC(F)(F)F)C)OCC1=NC=CC=C1 2-methyl-5-[(pyridin-2-yl)methoxy]-N-(4,4,4-trifluoro-1-hydroxy-2-methylbutan-2-yl)-2H-indazole-3-carboxamide